(-)-L-lactic acid C([C@@H](O)C)(=O)O